CN(CCOC1CCC(CC1)NC(=O)C=1C2=C(N=C(N1)N1C=NC=C1)C=CN2)C N-((1r,4r)-4-(2-(dimethylamino)ethoxy)cyclohexyl)-2-(1H-imidazol-1-yl)-5H-pyrrolo[3,2-d]pyrimidine-4-carboxamide